CC1=CC=2C(=COC3=C4C(C5=C(C23)C=CC=C5)=CC(C=C4)=O)C=C1 13-methyl-6H-tribenzo[c,f,H]chromen-6-one